IC1(OCCC(O1)CCN(C)C)I 2,2-diiodo-4-dimethylaminoethyl-[1,3]-dioxane